ClC1=CC(=C(C=C1)C=1C2=C(N=C(N1)N1C[C@H](OCC1)C=1C=NC(=NC1)C)N=C(C=C2)C)F 4-(4-chloro-2-fluorophenyl)-7-methyl-2-((2R)-2-(2-methyl-5-pyrimidinyl)-4-morpholinyl)pyrido[2,3-d]pyrimidine